C[C@H](CCOC(CCCCCCCCC(=O)O)=O)CCC=C(C)C (S)-10-((3,7-dimethyloct-6-en-1-yl)oxy)-10-oxodecanoic acid